O1C2C(NCC1)CN(C2)S(=O)(=O)N hexahydropyrrolo[3,4-b][1,4]oxazine-6(2H)-sulfonamide